COCCOC1C(CCCC1)=O (2-methoxyethoxy)cyclohexan-1-one